rel-N-{(6R,8aS)-2-[4-(2,6-difluorophenyl)-1,2-benzoxazol-3-yl]-3-oxooctahydroimidazo[1,5-a]pyridin-6-yl}methanesulfonamide FC1=C(C(=CC=C1)F)C1=CC=CC2=C1C(=NO2)N2C(N1[C@@H](CC[C@H](C1)NS(=O)(=O)C)C2)=O |o1:20,23|